C(C)OC(CC(C1=CC2=C(N(N=N2)C)C(=C1)OC)C1=C2CCN(CC2=CC=C1)C1=CC=C(C=C1)OC1=CC=CC=C1)=O (l)-3-[2-(4-Phenoxyphenyl)-1,2,3,4-tetrahydroisoquinolin-5-yl]-3-(7-methoxy-1-methyl-1H-benzo[d][1,2,3]triazol-5-yl)propionic acid ethyl ester